8-((1-benzoyl-1H-indol-6-yl)sulfonyl)-5-chloro-3-hydroxyquinazoline-2,4(1H,3H)-dione C(C1=CC=CC=C1)(=O)N1C=CC2=CC=C(C=C12)S(=O)(=O)C=1C=CC(=C2C(N(C(NC12)=O)O)=O)Cl